((2R)-4-(6-(3-(cyclopropylmethoxy)-4-(difluoromethoxy)phenyl)pyrazin-2-yl)-2-(hydroxymethyl)pyrrolidin-1-yl)ethan-1-one C1(CC1)COC=1C=C(C=CC1OC(F)F)C1=CN=CC(=N1)C1C[C@@H](N(C1)C(C)=O)CO